5-ethynyl-4,6-difluoro-1-methyl-1H-benzo[d]imidazole C(#C)C1=C(C2=C(N(C=N2)C)C=C1F)F